C(C)N(C1=CC=C(C=C(C(=O)OC)C#N)C=C1)CC methyl 4-diethylamino-α-cyanocinnamate